methyl (2-((2R,5S)-3-(4-cyano-3-(trifluoromethyl)phenyl)-2-(trifluoromethyl)oxazolidine-5-carboxamido)ethyl)carbamate C(#N)C1=C(C=C(C=C1)N1[C@H](O[C@@H](C1)C(=O)NCCNC(OC)=O)C(F)(F)F)C(F)(F)F